O1C(OCC1)C1CCNCC1 4-(1,3-dioxolan-2-yl)piperidin